FC=1C(=C(C=CC1F)[C@H]1[C@@H](O[C@]([C@H]1C)(C(F)(F)F)C)C(=O)NC1=CC(=NC=C1)C(=O)N)OC (2R-3S,4S,5R)-4-[[3-(3,4-difluoro-2-methoxy-phenyl)-4,5-dimethyl-5-(trifluoromethyl)tetrahydrofuran-2-carbonyl]amino]pyridine-2-carboxamide